CN1C(=N\C(\C2=C1C=NC(=C2)C=2CCN(CC2)S(=O)(=O)C)=N/[C@H](C)C2=C(C(=CC=C2)C(F)(F)F)C)C (R,Z)-1,2-dimethyl-N-(1-(2-methyl-3-(trifluoromethyl)phenyl)ethyl)-6-(1-(methylsulfonyl)-1,2,3,6-tetrahydropyridin-4-yl)pyrido[3,4-d]pyrimidin-4(1H)-imine